N-[[2-(2-ethylphenyl)-3-methyl-1H-indol-5-yl]methyl]-4-methyl-pyrimidine-5-carboxamide C(C)C1=C(C=CC=C1)C=1NC2=CC=C(C=C2C1C)CNC(=O)C=1C(=NC=NC1)C